2,4-dichloro-N-isopropyl-N-(2-(isopropylamino)ethyl)benzenesulfonamide ClC1=C(C=CC(=C1)Cl)S(=O)(=O)N(CCNC(C)C)C(C)C